2,4-dichloro-6-fluoro-pyrido[2,3-d]pyrimidine ClC=1N=C(C2=C(N1)N=CC(=C2)F)Cl